COC=1C=C(C=C(C1OC)OC)CCN 2-(3,4,5-trimethoxyphenyl)ethanamine